C(C)(C)(C)OC(=O)N1CC(C1)C1=NN(C2=NC=CC(=C21)N2C=NN=C2)C2=CC=C(C=C2)OC(F)(F)F 3-(4-(4H-1,2,4-triazol-4-yl)-1-(4-(trifluoromethoxy)phenyl)-1H-pyrazolo[3,4-b]pyridin-3-yl)azetidine-1-carboxylic acid tert-butyl ester